COC1=C(C(=CC=C1)OC)N1C(=NC=2C1=NC(=C(N2)NS(=O)(=O)C)NCC2=CC=C(C=C2)OC)C2=NC(=CC=C2)OCC N-(1-(2,6-Dimethoxyphenyl)-2-(6-ethoxypyridin-2-yl)-6-((4-methoxybenzyl)amino)-1H-imidazo[4,5-B]pyrazin-5-yl)methanesulfonamide